methyl N-(tert-butoxycarbonyl)-L-leucyl-3-[(3S)-2-oxopyrrolidin-3-yl]-L-alaninate C(C)(C)(C)OC(=O)N[C@@H](CC(C)C)C(=O)N[C@@H](C[C@H]1C(NCC1)=O)C(=O)OC